7-{4-[5-(4-Chlorophenoxy)pyridin-2-yl]-5-(2,2-difluoropropyl)-6-oxo-1,4,5,6-tetrahydropyrrolo[3,4-c]pyrazol-3-yl}-1,3-benzoxazol-2(3H)-one ClC1=CC=C(OC=2C=CC(=NC2)C2N(C(C=3NN=C(C32)C3=CC=CC=2NC(OC23)=O)=O)CC(C)(F)F)C=C1